3-(tert-butyl)-N-(4-(7-(hydroxymethyl)-6-(4-(piperidin-4-yl)phenyl)-7H-pyrrolo[2,3-d]pyrimidin-4-yl)-2-methylbenzyl)-1,2,4-oxadiazole-5-carboxamide C(C)(C)(C)C1=NOC(=N1)C(=O)NCC1=C(C=C(C=C1)C=1C2=C(N=CN1)N(C(=C2)C2=CC=C(C=C2)C2CCNCC2)CO)C